C1(CCCCC1)C1(NC(=NC(=N1)NCCN1CCN(CC1)C)NCC=1C=NC=CC1)N 2-cyclohexyl-N4-(2-(4-methylpiperazin-1-yl)ethyl)-N6-pyridin-3-ylmethyl-1,3,5-triazine-2,4,6-triamine